C1CCC2=CC(=CC=C12)OCC(=O)N(CC=1SC=CC1)C1=NNC=C1C 2-(2,3-dihydro-1H-inden-5-yloxy)-N-(4-methyl-1H-pyrazol-3-yl)-N-(thiophen-2-ylmethyl)acetamide